4,6-bis(4-(10H-phenoxazin-yl)phenyl)2-phenylpyrimidine C1(=CC=CC=2OC3=CC=CC=C3NC12)C1=CC=C(C=C1)C1=NC(=NC(=C1)C1=CC=C(C=C1)C1=CC=CC=2OC3=CC=CC=C3NC12)C1=CC=CC=C1